4-cyclopropoxy-N-(3,5-difluoro-4-((6-methoxy-7-(2-(methylamino)ethoxy)quinolin-4-yl)oxy)phenyl)-6-methylpyridine-3-carboxamide C1(CC1)OC1=C(C=NC(=C1)C)C(=O)NC1=CC(=C(C(=C1)F)OC1=CC=NC2=CC(=C(C=C12)OC)OCCNC)F